(E)-(5-(3-(4'-fluoro[1,1'-biphenyl]-2-yl)-3-oxoprop-1-en-1-yl)-2-methoxyphenol) phosphate P(=O)(O)(O)OC1=C(C=CC(=C1)\C=C\C(=O)C1=C(C=CC=C1)C1=CC=C(C=C1)F)OC